1-(2-((tert-butyldimethylsilyl)oxy)ethyl)benzene-1,2-diamine [Si](C)(C)(C(C)(C)C)OCCC1(C(C=CC=C1)N)N